ClC1=NC=CC(=C1C)C#CC=1N=C(N(C1C)C=1N=NC(=CC1)C)C(=O)N 4-[2-(2-chloro-3-methyl-4-pyridinyl)ethynyl]-5-methyl-1-(6-methylpyridazin-3-yl)imidazole-2-carboxamide